N=1C(C2(C=C3C=CC=CC13)NCCC2)=O spiro[pyrrolidine-2,3'-quinoline]-2'-one